N(N=S1CN(C2=C1C=C(C=C2)S(=O)(=O)O)CC)=S2CN(C1=C2C=C(C=C1)S(=O)(=O)O)CC azino-bis(3-ethylbenzthiazoline-6-sulphonic acid)